FC=1C=C(C=C(C1N1CC2N(CC1)CCC2)F)C2=CC1=C(C(=N2)C)C=C(N1C)C1=CC=C(C=C1)S(=O)(=O)C 6-(3,5-difluoro-4-(hexahydropyrrolo[1,2-a]pyrazin-2(1H)-yl)phenyl)-1,4-dimethyl-2-(4-(methylsulfonyl)phenyl)-1H-pyrrolo[3,2-c]pyridine